C(CCC)N(C([S-])=S)CCCC dibutyldithiocarbamate